CC1=NNC(=N1)C 3,5-dimethyl-1,2,4-triazole